methylthioether CSC